7-chloro-2-cyclopropyl-4-(4-(difluoromethoxy)phenyl)-5-oxo-4,5-dihydrothieno[3,2-b]pyridine-6-carboxylic acid methyl ester COC(=O)C1=C(C2=C(N(C1=O)C1=CC=C(C=C1)OC(F)F)C=C(S2)C2CC2)Cl